ClC1=NC=CC(=N1)C1=CC=C(C=C1)Cl 2-chloro-4-(4-chlorophenyl)pyrimidine